3-{4-[(5-bromo-7H-pyrrolo[2,3-d]pyrimidin-4-yl)oxy]bicyclo[2.2.1]hept-1-yl}-1-[5-(trifluoromethyl)-3-pyridinyl]-2,4-imidazolidinedione trifluoroacetate FC(C(=O)O)(F)F.BrC1=CNC=2N=CN=C(C21)OC21CCC(CC2)(C1)N1C(N(CC1=O)C=1C=NC=C(C1)C(F)(F)F)=O